N-(2-((2-(dimethylamino)ethyl)(methyl)amino)-4-methoxy-5-((8-methyl-7-oxo-6-(1H-pyrazol-3-yl)-7,8-dihydropyrido[2,3-d]pyrimidin-2-yl)amino)phenyl)acrylamide CN(CCN(C1=C(C=C(C(=C1)OC)NC=1N=CC2=C(N1)N(C(C(=C2)C2=NNC=C2)=O)C)NC(C=C)=O)C)C